NC(C(=O)NC=1N=NC(=C(C1)C1CC1)C1=C(C=C(C=C1)C#C)O)(C)C 2-amino-N-(5-cyclopropyl-6-(4-ethynyl-2-hydroxyphenyl)pyridazin-3-yl)-2-methylpropanamide